COC=1C=C(C=CC1OC)C1=NC=2C(=NC(=CC2C)C2=CC=C(C=C2)N2CC3(C2)CN(C3)CC(C)C)N1C 2-(3,4-dimethoxyphenyl)-5-(4-(6-isobutyl-2,6-diazaspiro[3.3]heptan-2-yl)phenyl)-3,7-dimethyl-3H-imidazo[4,5-b]pyridine